C(CCCCCCCCCCCCCCC)C(C(O)=O)CCCCCCCC.C(CCCCCCC)(=O)OCCCCCCCCCCCCCCCC cetyl octanoate (Cetyl caprate)